ClC1=CC(=C(C=N1)C(C)=O)\C=C\C1=CC=CC=C1 (E)-1-(6-chloro-4-styrylpyridin-3-yl)ethan-1-one